methyl (8S)-7-{2-[(9-methyl-9H-fluoren-3-yl)formamido]acetyl}-1,4-dioxa-7-azaspiro[4.4]nonane-8-carboxylate CC1C2=CC=CC=C2C=2C=C(C=CC12)C(=O)NCC(=O)N1CC2(OCCO2)C[C@H]1C(=O)OC